methyl 2-((S)-(4,4-difluorocyclohexyl)(1-ethyl-1H-pyrazole-5-carboxamido)methyl)-6-(((5R)-2-oxo-5-(trifluoromethyl)piperidin-3-yl)methyl)imidazo[1,2-b]pyridazine-7-carboxylate FC1(CCC(CC1)[C@@H](C=1N=C2N(N=C(C(=C2)C(=O)OC)CC2C(NC[C@@H](C2)C(F)(F)F)=O)C1)NC(=O)C1=CC=NN1CC)F